2-{[(8-amino-4,4-dimethyl-4,5-dihydro-1H-pyrazolo[4,3-H]quinazolin-3-yl)carbonyl]amino}-1,3-thiazole-4-carboxylic acid NC1=NC=2C3=C(C(CC2C=N1)(C)C)C(=NN3)C(=O)NC=3SC=C(N3)C(=O)O